6-chloro-2-(2-methoxyethyl)-2H-indazole ClC=1C=CC2=CN(N=C2C1)CCOC